3-tosyl-1,3,4,5-tetrahydrospiro[benzo[d]azepin-2,1'-cyclopropan]-7-ol S(=O)(=O)(C1=CC=C(C)C=C1)N1CCC2=C(CC13CC3)C=CC(=C2)O